FC1=C(OC2=CC=NC3=CC(=C(C=C23)OC)OCCC(=O)[O-])C=CC(=C1)NC(=O)C1(CC1)C(NC1=CC=C(C=C1)F)=O.[NH4+] ammonium 3-[[4-[2-fluoro-4-[[1-[(4-fluorophenyl)carbamoyl]cyclopropanecarbonyl]amino]phenoxy]-6-methoxy-7-quinolyl] oxy]propionate